S(C)(=O)(=O)O.S(C)(=O)(=O)O.CS(=O)(=O)N1CC2(C1)CNC2 2-(methylsulfonyl)-2,6-diazaspiro[3.3]heptane dimesylate